8-benzyl-2-[(furan-2-yl)methyl]-6-phenylimidazo[1,2-A]pyrazin-3(7H)-one C(C1=CC=CC=C1)C1=C2N(C=C(N1)C1=CC=CC=C1)C(C(=N2)CC=2OC=CC2)=O